6,6-bis(((E)-oct-2-en-1-yl)oxy)hexanoic acid C(\C=C\CCCCC)OC(CCCCC(=O)O)OC\C=C\CCCCC